CC(COCCCNC(OC(C)(C)C)=O)(COCC#C)C Tert-Butyl N-[3-[2,2-dimethyl-3-(prop-2-yn-1-yloxy)propoxy]propyl]carbamate